OCCC[N+]1(CCCCC1)CCC 1-(3-hydroxypropyl)-1-propylpiperidin-1-ium